(3E)-7,7-dibutoxy-3-hepten-1-ol C(CCC)OC(CC/C=C/CCO)OCCCC